4-chloro-6-methyl-2-((methylthio)methyl)thieno[2,3-d]pyrimidine ClC=1C2=C(N=C(N1)CSC)SC(=C2)C